NN1C=CC2=CC=CC=C12 N-aminoindole